IC=1C=CC(=NC1)N[C@@H]1C[C@H](CC1)NC1=NN2C(C=C(C=C2)C(F)(F)F)=N1 (1s,3s)-N1-(5-iodopyridin-2-yl)-N3-(7-(trifluoromethyl)-[1,2,4]triazolo[1,5-a]pyridin-2-yl)cyclopentane-1,3-diamine